2,2'-((2,7-bis(naphthalen-2-yl)spiro[fluorene-9,9'-xanthene]-3',6'-diyl)bis(oxy))diethanol C1=C(C=CC2=CC=CC=C12)C1=CC2=C(C=C1)C1=CC=C(C=C1C21C2=CC=C(C=C2OC=2C=C(C=CC12)OCCO)OCCO)C1=CC2=CC=CC=C2C=C1